methyl 4-chloroacetoacetate ClCC(CC(=O)OC)=O